4,6,8-trimethylquinoline CC1=CC=NC2=C(C=C(C=C12)C)C